N-(2-chloro-3-(trifluorometh-yl)benzyl)-5,8-dihydroxy-5,6,7,8-tetrahydroquinoline-5-carboxamide ClC1=C(CNC(=O)C2(C=3C=CC=NC3C(CC2)O)O)C=CC=C1C(F)(F)F